1-(6-(4-ethoxy-2-(3-(2-(pyrrolidin-1-yl)ethoxy)phenyl)-1H-pyrrolo[2,3-b]pyridin-3-yl)indolin-1-yl)prop-2-en-1-one C(C)OC1=C2C(=NC=C1)NC(=C2C2=CC=C1CCN(C1=C2)C(C=C)=O)C2=CC(=CC=C2)OCCN2CCCC2